(E)-3-chloro-6-hydroxy-5-((2E,4E)-5-((1R,2R,6R)-3-hydroxy-1,2,3,6-tetramethylcyclohexyl)-3-methylpenta-2,4-dien-1-yl)-4-methoxy-2-methylbenzaldehyde oxime ClC=1C(=C(/C=N/O)C(=C(C1OC)C\C=C(\C=C\[C@@]1([C@H](C(CC[C@H]1C)(C)O)C)C)/C)O)C